1-(2-(3-Fluoro-5-(trifluoromethyl)benzyl)pyridin-4-yl)-N-(2-hydroxyethyl)-3-methyl-1H-pyrazol-4-carboxamid FC=1C=C(CC2=NC=CC(=C2)N2N=C(C(=C2)C(=O)NCCO)C)C=C(C1)C(F)(F)F